[Pt].C1(=CC=CC=C1)C1=C(CCC=CCC1)C1=CC=CC=C1 diphenyl-(1,5-cyclooctadiene) platinum